O=C1NC(CCC1C1=NN(C2=C(C=CC=C12)N1CCC(CC1)CN1[C@@H](CN(CC1)C(=O)OC(C)(C)C)C)C)=O tert-butyl (3R)-4-((1-(3-(2,6-dioxopiperidin-3-yl)-1-methyl-1H-indazol-7-yl)piperidin-4-yl)methyl)-3-methylpiperazine-1-carboxylate